3-(2,6-Bis(benzyloxy)pyridin-3-yl)-7-bromo-1-methyl-1H-indazole C(C1=CC=CC=C1)OC1=NC(=CC=C1C1=NN(C2=C(C=CC=C12)Br)C)OCC1=CC=CC=C1